N2-imidazo[1,2-a]pyridin-5-yl-N4-methyl-5-(trifluoromethyl)pyrimidine-2,4-diamine N=1C=CN2C1C=CC=C2NC2=NC=C(C(=N2)NC)C(F)(F)F